N1CCC(CC1)COCCC1CCN(CC1)C(=O)OC(C)(C)C tert-Butyl 4-(2-(piperidin-4-ylmethoxy)ethyl)piperidine-1-carboxylate